1-(3-bromo-5-chloro-phenyl)cyclopropylamine hydrochloride Cl.BrC=1C=C(C=C(C1)Cl)C1(CC1)N